FC=1C=C(C=CC1F)CC(CN1CCC2(CS(C2)(=O)=O)CC1)C 7-(3-(3,4-Difluorophenyl)-2-methylpropyl)-2-thia-7-azaspiro[3.5]nonane 2,2-dioxide